FC1=C(C=CC(=C1)F)N1C=C(C=C1)C=O (2,4-difluorophenyl)-1H-pyrrole-3-carbaldehyde